C(C)NC=1C=C2N=CC=NC2=C(C1)C=1C=NC(=CC1)N1CC(C1)OC1=CC(=CC=C1)F N-Ethyl-8-(6-(3-(3-fluorophenoxy)azetidin-1-yl)pyridin-3-yl)quinoxalin-6-amine